O1CCCC2=C1C=CC(=C2)[C@@H](C)N[C@H](C(=O)O)CCC(C)(C)C (2S)-2-{[(1R)-1-(3,4-dihydro-2H-1-benzopyran-6-yl)ethyl]amino}-5,5-dimethylhexanoic acid